dodecaneol C(CCCCCCCCCCC)O